BrC=1C=C(C=NC1)CNC 1-(5-Bromopyridin-3-yl)-N-methylmethylamine